ClC1=C(C(=CC=2C=3N(CCOC21)C=NC3)C(=O)OC)C methyl 8-chloro-9-methyl-5,6-dihydrobenzo[f]imidazo[1,5-d][1,4]oxazepine-10-carboxylate